C(C)(C)(C)OC(=O)N1CCC(CC1)OC1=NC=C(C=C1)[C@H](C)N (S)-4-((5-(1-aminoethyl)pyridin-2-yl)oxy)piperidine-1-carboxylic acid tert-butyl ester